4-benzyl-6-(6-methyl-2-pyridinyl)morpholin-3-one C(C1=CC=CC=C1)N1C(COC(C1)C1=NC(=CC=C1)C)=O